((2S,3R,6R)-4-benzyl-2,6-dimethylmorpholin-3-yl)methan-d2 C(C1=CC=CC=C1)N1[C@@H]([C@@H](O[C@@H](C1)C)C)C([2H])[2H]